4-methoxypyrazolo[1,5-a]pyridine COC=1C=2N(C=CC1)N=CC2